C([C@H]1CCCO1)O.[Ar] Argon (R)-tetrahydrofurfuryl alcohol